(4-bromothiazol-2-yl)(3-chloropyrazin-2-yl)methanol BrC=1N=C(SC1)C(O)C1=NC=CN=C1Cl